Cl.OCC(O)CO Glycerol-HCl